5-hydroxy-2-(isoindolin-2-ylmethyl)-4H-pyran-4-one OC=1C(C=C(OC1)CN1CC2=CC=CC=C2C1)=O